BrC1=CC=C(C=C1)C1=CC=C(C=C1)C1=CC=2C(C3=CC=CC=C3OC2C=C1)=O 2-(4'-bromo-[1,1'-biphenyl]-4-yl)-9H-xanthen-9-one